2-amino-7-cyclopentyl-N,N-dimethyl-7H-pyrrolo[2,3-d]pyrimidine-6-carboxamide NC=1N=CC2=C(N1)N(C(=C2)C(=O)N(C)C)C2CCCC2